[1,1'-biphenyl]-2-Sulfonamide C=1(C(=CC=CC1)S(=O)(=O)N)C1=CC=CC=C1